C(C)C(CC=1C=C(SC1)C1=C2N=C3C(=NC2=C(C(=C1F)F)C=1SC=C(C1)CC(CCCC)CC)C=1C=CC=C2C=CC=C3C12)CCCC 8,11-bis(4-(2-ethylhexyl)thiophene-2-yl)-9,10-difluoroacenaphtho[1,2-b]quinoxaline